ClC=1C=CC=C2C=C(NC12)C(=O)N1[C@@H](CC(C1)(C)C)C(=O)N[C@H](CO)C[C@H]1C(NCC1)=O (S)-1-(7-chloro-1H-indole-2-carbonyl)-N-((S)-1-hydroxy-3-((S)-2-oxopyrrolidin-3-yl)propan-2-yl)-4,4-dimethylpyrrolidine-2-carboxamide